(3R,4S,5S)-3-fluoro-1-(4-((5-isopropyl-8-((2R,3S)-2-methyl-3-((methylsulfonyl)methyl)azetidin-1-yl)isoquinolin-3-yl)amino)pyrimidin-2-yl)-5-methoxy-piperidin-4-ol F[C@@H]1CN(C[C@@H]([C@@H]1O)OC)C1=NC=CC(=N1)NC=1N=CC2=C(C=CC(=C2C1)C(C)C)N1[C@@H]([C@H](C1)CS(=O)(=O)C)C